BrC1=CC=C(C=C1)N1CC2CCC(C1)N2C 3-(4-Bromophenyl)-8-methyl-3,8-diazabicyclo[3.2.1]octane